COC(=O)C=1C=NC(=NC1)N1CCN(CC1)C(C)C1=CC2=C(CCO2)C=C1 2-(4-(1-(2,3-Dihydrobenzofuran-6-yl)ethyl)piperazin-1-yl)pyrimidine-5-carboxylic acid methyl ester